C(C1=CC(=C(N)C(=C1)CCCC)CCCC)C1=CC(=C(N)C(=C1)CCCC)CCCC 4,4'-methylenebis(2,6-di(n-butyl)aniline)